2-bromo-6-hydroxy-3-(4-methylthiazol-5-yl)inden-1-one benzyl-2'-cyclopropyl-2-ethyl-spiro[6,7-dihydrothieno[3,2-c]pyran-4,4'-piperidine]-1'-carboxylate C(C1=CC=CC=C1)OC(=O)N1C(CC2(CC1)OCCC1=C2C=C(S1)CC)C1CC1.BrC=1C(C2=CC(=CC=C2C1C1=C(N=CS1)C)O)=O